6,6'-dimethyl-2,5'-diaminobiphenyl CC1=CC=CC(=C1C1=CC=CC(=C1C)N)N